5-bromo-6-(4-(tert-butyl)phenyl)-2-methylnicotinic acid BrC=1C(=NC(=C(C(=O)O)C1)C)C1=CC=C(C=C1)C(C)(C)C